O=C1NC(CCC1C1=C(CN(C=2SC(=C(N2)C)C2=NC(=NC=C2F)NC=2C=C(C=CC2)S(=O)(=O)N)C)C=CC=C1)=O 3-((4-(2-((2-(2,6-dioxopiperidin-3-yl)benzyl)(methyl)amino)-4-methylthiazol-5-yl)-5-fluoropyrimidin-2-yl)amino)benzenesulfonamide